CC1=C(C=CC(=C1)C(=O)NC=1SC(=CN1)[N+](=O)[O-])C1=CC=CC=C1 methyl-N-(5-nitrothiazol-2-yl)-[1,1'-biphenyl]-4-carboxamide